3-(oxetan-3-yl)-1H-pyrrolo[2,3-b]Pyridine O1CC(C1)C1=CNC2=NC=CC=C21